N=1N=CN2C1[C@H](CC2)O (S)-6,7-dihydro-5H-pyrrolo[2,1-c][1,2,4]triazol-7-ol